FC=1C=C2C(=C(NC2=C(C1)F)C1=CC=C(C=C1)F)[C@@H]1CC[C@H](CC1)N trans-4-[5,7-difluoro-2-(4-fluorophenyl)-1H-indol-3-yl]cyclohexanamine